ClC=1C=C2C(=C3C1NC(NC31CCCCC1)=O)OC(=N2)CNC2CCC(CC2)(F)F 5-chloro-2-{[(4,4-difluorocyclohexyl)amino]methyl}-7,8-dihydro-6H-spiro[[1,3]oxazolo[5,4-f]quinazoline-9,1'-cyclohexane]-7-one